ClC=1C=C(C=CC1CCN(C)C)C1=CC[C@@H](CN1C(=O)OC(C)(C)C)C (S)-tert-butyl 6-(3-chloro-4-(2-(dimethylamino)Ethyl)phenyl)-3-methyl-3,4-dihydropyridine-1(2H)-carboxylate